ClC1=C2C(=NC(=C1)C)C(=CS2)C(=O)O 7-chloro-5-methylthieno[3,2-b]pyridine-3-carboxylic acid